C[C@H](CC1=CC=C(C=C1)C1=CC=C(C=C1)C#N)CC (S)-4'-(2-methyl-butyl)-4-biphenylcarbonitrile